BrC=C(C1=CC(=CC=C1)Cl)N1C=NC2=C1C=CC=C2 1-(2-bromo-1-(3-chlorophenyl)vinyl)benzimidazole